C(C)(=O)C1=CN(C2=CC=C(C=C12)C=1C=NC(=NC1)C)CC(=O)O 2-(3-acetyl-5-(2-methylpyrimidin-5-yl)-1H-indol-1-yl)acetic acid